Ethyl (1S,4s)-4-(2-fluoro-4-methoxy-5-(((1S,2R,3S,4R)-3-((4-methyl-3-(trifluoromethyl)phenyl)carbamoyl)bicyclo[2.2.1]heptan-2-yl)carbamoyl)phenoxy)cyclohexane-1-carboxylate FC1=C(OC2CCC(CC2)C(=O)OCC)C=C(C(=C1)OC)C(N[C@@H]1[C@H]2CC[C@@H]([C@@H]1C(NC1=CC(=C(C=C1)C)C(F)(F)F)=O)C2)=O